4-hydroxy-α-methyl-styrene OC1=CC=C(C(=C)C)C=C1